BrC(C(F)(Cl)Cl)(F)Cl 1-bromo-1,2,2-trichloro-1,2-difluoroethane